(R)-4-amino-1-(tetrahydro-2H-pyran-3-yl)-7-(trifluoromethyl)quinazolin-2(1H)-one Methyl-5-benzyl-3-((S)-1-((tert-butoxycarbonyl)amino)ethyl)-4,5-dihydroisoxazole-5-carboxylate COC(=O)C1(CC(=NO1)[C@H](C)NC(=O)OC(C)(C)C)CC1=CC=CC=C1.NC1=NC(N(C2=CC(=CC=C12)C(F)(F)F)[C@H]1COCCC1)=O